ethyl-2-formylfuran C(C)C1=C(OC=C1)C=O